C(C)(=O)OC1=C(C=C(C=C1)F)C1NC(N(C(=C1C(=O)OCC)C)C1=CC(=CC=C1)C(=O)OC)=O Ethyl 4-(2-acetoxy-5-fluorophenyl)-1-(3-(methoxycarbonyl)phenyl)-6-methyl-2-oxo-1,2,3,4-tetrahydropyrimidine-5-carboxylate